1-(5-(3-(2-cyclohexylethyl)-4-oxo-3,4-dihydroquinazolin-6-yl)benzo[d]thiazol-2-yl)-3-(3-methoxyphenyl)urea C1(CCCCC1)CCN1C=NC2=CC=C(C=C2C1=O)C=1C=CC2=C(N=C(S2)NC(=O)NC2=CC(=CC=C2)OC)C1